CN1C(C2(C3=C4C(=NC=C31)N(C=C4C4=CC=CC=C4)S(=O)(=O)C4=CC=CC=C4)CCCCC2)=O 6'-methyl-1'-phenyl-3'-(phenylsulfonyl)-3',6'-dihydro-7'H-spiro[cyclohexane-1,8'-dipyrrolo[2,3-b:3',2'-d]pyridin]-7'-one